2-(benzyloxy)-6-(3,5-dichlorophenyl)isonicotinic acid methyl ester COC(C1=CC(=NC(=C1)C1=CC(=CC(=C1)Cl)Cl)OCC1=CC=CC=C1)=O